S(=O)(=O)=C1C(C(OC2=CC=CC=C12)=O)F sulfuryl-fluorocoumarin